(2S,4S,6S)-4-[3-fluoro-4-(trifluoromethyl)phenyl]-2-methyl-6-(1-methyltriazol-4-yl)piperidin-4-ol FC=1C=C(C=CC1C(F)(F)F)[C@@]1(C[C@@H](N[C@@H](C1)C=1N=NN(C1)C)C)O